pyrrolo[1,2-a]quinolinone C1C=C2C=CC3=CC=CC=C3N2C1=O